C(C)(C)(C)OC(=O)N1C[C@@H](N(CC1)C1=NC=C(C=C1F)C(F)(F)F)CO (3R)-4-[3-fluoro-5-(trifluoromethyl)pyridin-2-yl]-3-(hydroxymethyl)piperazine-1-carboxylic acid tert-butyl ester